COC(=O)C=1C=C(C2=C(N(C=N2)C)C1)Br 4-bromo-1-methyl-1H-benzo[d]Imidazole-6-carboxylic acid methyl ester